ClC1=CC=C(C(=N1)C1=CC=NN1C)NC(C)C=1C=2C3=C(N(C(C2C=C(C1)C)=O)C)N(N=C3)CC 9-(1-((6-chloro-2-(1-methyl-1H-pyrazol-5-yl)pyridin-3-yl)amino)ethyl)-3-ethyl-4,7-dimethyl-3,4-dihydro-5H-pyrazolo[3,4-c]isoquinolin-5-one